(1aR,5aR)-2-Pyrazin-2-yl-1a,2,5,5a-tetrahydro-1H-2,3-diaza-cyclopropa[a]pentalene-4-carboxylic acid ((S)-1-cyclopropyl-ethyl)-amide C1(CC1)[C@H](C)NC(=O)C=1C=2C[C@@H]3[C@H](C2N(N1)C1=NC=CN=C1)C3